C(C)(=O)C=1C=C(SC1C1=CC=CC=C1)C1=CC=CC=C1 4-acetyl-2,5-diphenylthiophene